COC=1C=C(C=C(C1)OC)CN1C(NC2=NC=C(C=C21)C2=C(C=CC=C2OC)F)=O 1-[(3,5-dimethoxyphenyl)methyl]-6-(2-fluoro-6-methoxy-phenyl)-3H-imidazo[4,5-b]pyridin-2-one